BrC=1C(=C(OCCCN2CC(CC2)O)C=CC1)C 1-(3-(3-bromo-2-methylphenoxy)propyl)pyrrolidin-3-ol